CN1N=CC=2C1=CN=CC2B2OC(C(O2)(C)C)(C)C 1-methyl-4-(4,4,5,5-tetramethyl-1,3,2-dioxaborolan-2-yl)-1H-pyrazolo[3,4-c]pyridine